2,4-difluorophenylpyridine FC1=C(C=CC(=C1)F)C1=NC=CC=C1